C1(CC1)N1CCN(CC1)C1=CC=CC(=N1)C=1N=C(SC1)NC(=O)[C@H]1N(CC1)C(=O)C1=CN(C(=C1)C)S(=O)(=O)C (S)-N-(4-(6-(4-cyclopropylpiperazin-1-yl)pyridin-2-yl)thiazol-2-yl)-1-(5-methyl-1-(methylsulfonyl)-1H-pyrrole-3-carbonyl)azetidine-2-carboxamide